trimethoxy(2-butoxy)silane CO[Si](OC(C)CC)(OC)OC